Lithium Chinolinat methyl-1-[3-chloro-5-(2,7-dimethyl-4,5,6,7-tetrahydropyrazolo[3,4-c]pyridine-3-yl)phenyl]cyclopropanecarboxylate COC(=O)C1(CC1)C1=CC(=CC(=C1)C=1N(N=C2C(NCCC21)C)C)Cl.N2=C(C=CC1=CC=CC=C21)C(=O)[O-].[Li+]